(N-[4-amino-5-[4-(difluoromethoxy)benzoyl]thiazol-2-yl]-4-chloro-3-fluoro-anilino)propanamide NC=1N=C(SC1C(C1=CC=C(C=C1)OC(F)F)=O)N(C1=CC(=C(C=C1)Cl)F)C(C(=O)N)C